ClCCCCCCCCCCCCCC 1-chloro-tetradecane